N-(4-((3R,4R)-3-Amino-4-fluoropiperidin-1-yl)-5-(1-(2,2,2-trifluoroethyl)-1H-pyrazol-4-yl)pyridin-2-yl)-1-isopropyl-1H-pyrazolo[3,4-b]pyridin-6-amine N[C@@H]1CN(CC[C@H]1F)C1=CC(=NC=C1C=1C=NN(C1)CC(F)(F)F)NC1=CC=C2C(=N1)N(N=C2)C(C)C